COC1=NN2C(C=CC=C2)=C1N 2-methoxypyrazolo[1,5-a]pyrid-3-ylamine